FC(C(=O)O)(F)F.C(#N)C=1C=NN2C1C(=CC(=C2)C=2C=NN(C2)C)C=2C=CC(=NC2)N2CCC(CC2)C(=O)N(C(C)C)CCO 1-(5-(3-cyano-6-(1-methyl-1H-pyrazol-4-yl)pyrazolo[1,5-a]pyridin-4-yl)pyridin-2-yl)-N-(2-hydroxyethyl)-N-isopropylpiperidine-4-carboxamide 2,2,2-trifluoroacetate salt